2,3,4,5-tetrahydropyrido[3,4-f][1,4]oxazepine O1CCNCC2=C1C=CN=C2